C(C#CC)(=O)N1CC(=CC1)C1=C2C(=C(NC2=C(C=C1F)C(=O)N)C(F)(F)F)C 4-(1-(but-2-ynoyl)-2,5-dihydro-1H-pyrrol-3-yl)-5-fluoro-3-methyl-2-(trifluoromethyl)-1H-indole-7-carboxamide